C=C1CCC=CCCC=CCCC1 methylidenecyclododeca-4,8-dien